CN1C(N(C(C1(C)C)=O)C)=O 1,3,5,5-tetramethylimidazolidine-2,4-dione